ClC=1C=C(C=CC1C(F)(F)F)NC(=O)N1[C@@H]2CC[C@H]1CC=1N=CN=CC12 (5R,8S)-N-(3-chloro-4-(trifluoromethyl)phenyl)-6,7,8,9-tetrahydro-5H-5,8-epimino-cyclohepta[d]pyrimidine-10-carboxamide